2-(((2-(4-(2-hydroxyethyl)piperazin-1-yl)ethyl)amino)methylene)-5-(1-phenylethyl)cyclohexane-1,3-dione OCCN1CCN(CC1)CCNC=C1C(CC(CC1=O)C(C)C1=CC=CC=C1)=O